tetramethylformamidinium hexafluorophosphate F[P-](F)(F)(F)(F)F.CNC(=[N+](C)C)C